3-(dimethylamino)propylmethacrylamide CN(CCCC=C(C(=O)N)C)C